4-ethyl-N-(4-fluoro-3-methylphenyl)-5-(2-(((1s,3s)-3-hydroxy-1-methylcyclobutyl)amino)-2-oxoacetyl)-1,2-dimethyl-1H-pyrrole-3-carboxamide C(C)C=1C(=C(N(C1C(C(=O)NC1(CC(C1)O)C)=O)C)C)C(=O)NC1=CC(=C(C=C1)F)C